C1(CC1)C#CC=1C=C2C=C(C(=NC2=CC1)OC)[C@H]([C@](CCN(C)C)(O)C1=CC=CC=C1)C1=CC=CC=C1 (1R,2S)-1-(6-(cyclopropylethynyl)-2-methoxyquinolin-3-yl)-4-(dimethylamino)-2-phenyl-1-phenylbutan-2-ol